NCCOCCOCCOCC(=O)OC=1C=2C(=CNC2C(=CC1)C)C[C@@H]1N(CC1)C 7-methyl-3-[((S)-1-methylazetidin-2-yl)methyl]indol-4-ol 2-[2-(2-aminoethoxy)ethoxy]ethoxyacetate